(difluoromethyl)-6-(2-(methoxymethyl)phenyl)-1,2,3,4-tetrahydropyridine FC(F)N1CCCC=C1C1=C(C=CC=C1)COC